ClC=1C=C2C=C(NC2=CC1OCC=1N=CSC1)CNC([C@@H](C)F)=O |o1:20| (R or S)-N-((5-chloro-6-(thiazol-4-ylmethoxy)-1H-indol-2-yl)methyl)-2-fluoropropanamide